C(#C)C=1C=NC=CC1C1=CC=C(C(=O)N)C=C1F 4-(3-ethynylpyridin-4-yl)-5-fluorobenzamide